[Ti].[Hf].[Nb] niobium-hafnium-titanium